C(C=C\C=C/C=C\C=C/CCCCCCCC1C(CC)O1)(=O)O (+-)-17,18-epoxy-5Z,8Z,11Z,14Z-eicosatetraenoic acid